ethyl 5-(2-((5,6-dichloroisoquinolin-1-yl)amino)ethyl)isoxazole-3-carboxylate ClC1=C2C=CN=C(C2=CC=C1Cl)NCCC1=CC(=NO1)C(=O)OCC